CC=1C=C(C=CC1)C1=C(C(=C(C=C1)N(C1=CC=CC=C1)C1=CC=CC=C1)C1=CC(=CC=C1)C)C1=CC(=CC=C1)C tris(3-methylphenyl)triphenylamine